N-(2,6-dimethylphenyl)-4-methylbenzenesulfonamide CC1=C(C(=CC=C1)C)NS(=O)(=O)C1=CC=C(C=C1)C